COC(=O)[C@H]1N(C[C@@H](C1)N=[N+]=[N-])C([C@@H](CC1CCCCC1)NC(=O)C1=CC2=CC=CC=C2C=C1)=O (2S,4R)-1-((R)-2-(2-naphthoylamino)-3-cyclohexylpropionyl)-4-azidopyrrolidine-2-carboxylic acid methyl ester